CN1C(C=2C(C=C1)=NN(C2)C=2C=C1C=CN(C(C1=CC2)=O)C2CCNCC2)=O 6-{5-methyl-4-oxopyrazolo[4,3-c]pyridin-2-yl}-2-(piperidin-4-yl)isoquinolin-1-one